C(CCCCCCCCCCCCCCC)OCCCC(C(C(=O)N)(CCCOC)CC(O)CO)CCCCCCCCCCC hexadecoxypropyl-glyceryl-methoxypropyl-myristamide